methyl 3-fluoro-2-(2-fluorophenyl)-4-methoxyquinoline-7-carboxylate FC=1C(=NC2=CC(=CC=C2C1OC)C(=O)OC)C1=C(C=CC=C1)F